methyl beta-aminocrotonate N\C(=C/C(=O)OC)\C